C(C1=CC=CC=C1)(=O)OCC1CCC(CC1)CO 4-cyclohexanedimethanol benzoate